1-(2-Hydroxypyridin-4-yl)-3-(trifluoromethyl)-1,4,5,6-tetrahydro-7H-indazol-7-one OC1=NC=CC(=C1)N1N=C(C=2CCCC(C12)=O)C(F)(F)F